C1(=CC=CC=C1)C1=NC(=NC(=N1)C1=CC=CC=C1)C1=CC=2C3(C4=CC=CC=C4C2C=C1)C1=CC=CC=C1C=1C=CC=CC13 2,4-Diphenyl-6-(9,9'-spirobi(9H-fluoren)-2-yl)-1,3,5-triazine